3-ethynyl-3-hydroxyazetidine-1-carbaldehyde C(#C)C1(CN(C1)C=O)O